(ethanol)-dihydrofluoride F.F.C(C)O